COC(=O)NC1=CC=C(C=N1)C1=CN=C2N1C=C(C=C2)C(=O)OC methyl 3-[6-(methoxycarbonylamino)-3-pyridyl]imidazo[1,2-a]pyridine-6-carboxylate